2-(pyridin-3-yl)-4,5-dihydrothiazol-4-ol N1=CC(=CC=C1)C=1SCC(N1)O